COC(C1=C(C=CC(=C1)OC(F)(F)F)N(C(C1=C(C=C(C=C1)C(F)(F)F)S(=O)(=O)CC)=O)C(C)=O)=O 2-[acetyl-[2-ethylsulfonyl-4-(trifluoromethyl)benzoyl]amino]-5-(trifluoromethoxy)benzoic acid methyl ester